BrC=1C=C2CCN(CC2=C(C1)C)C 6-Bromo-2,8-dimethyl-1,2,3,4-tetrahydroisoquinoline